NC1(C(C#N)C=CC=C1)C 2-amino-2-methyl-benzonitrile